BrC1=CC=C2C(C=3C=CC(=C(C3C(C2=C1)=O)O)O)=O 7-bromo-1,2-dihydroxyanthracene-9,10-dione